4-[2-(2,2-difluoroethoxy)phenyl]-2-[5-(2-hydroxypropan-2-yl)pyridin-2-yl]-2,3-dihydro-1H-pyrrolo[3,4-c]pyridin-1-one FC(COC1=C(C=CC=C1)C1=NC=CC2=C1CN(C2=O)C2=NC=C(C=C2)C(C)(C)O)F